FC=1C=C2C(=NNC2=CC1OCCOC)C1=CC(=NO1)C1=CC=C(C(=O)N2CCN(CC2)C(CO)CO)C=C1 2-[4-(4-{5-[5-Fluoro-6-(2-methoxyethoxy)-1H-indazol-3-yl]-1,2-oxazol-3-yl}benzoyl)piperazin-1-yl]propan-1,3-diol